2-[5-methyl-2-hydroxyphenyl]-benzotriazole CC=1C=CC(=C(C1)N1N=C2C(=N1)C=CC=C2)O